C(C)OC(C1=NC=CC=C1NC(CC)=O)=O 3-(N-Methylacetylamino)picolinic acid ethyl ester